9,9-bis(4-(2-hydroxyethoxy)phenyl)-2,7-di(1-pyrenyl)fluorene OCCOC1=CC=C(C=C1)C1(C2=CC(=CC=C2C=2C=CC(=CC12)C1=CC=C2C=CC3=CC=CC4=CC=C1C2=C34)C3=CC=C4C=CC2=CC=CC1=CC=C3C4=C21)C2=CC=C(C=C2)OCCO